1,1-bis(tert-butyl-peroxy)-3,3,5-trimethylcyclohexane C(C)(C)(C)OOC1(CC(CC(C1)C)(C)C)OOC(C)(C)C